BrC=1C(=CC=2C3=C(C(=NC2C1F)SC)N=NN3C3CCN(CC3)C(=O)OC(C)(C)C)I tert-butyl 4-(7-bromo-6-fluoro-8-iodo-4-(methylthio)-1H-[1,2,3]triazolo[4,5-c]quinolin-1-yl)piperidine-1-carboxylate